10-(5-((1R,4R)-2-oxa-5-azabicyclo[2.2.1]heptan-5-yl)pentyl)-3,7-dibromo-10H-phenoxazine [C@H]12OC[C@H](N(C1)CCCCCN1C3=CC=C(C=C3OC=3C=C(C=CC13)Br)Br)C2